C(C)(=O)C1=CC=C(C=C1)N1C(N2N(CC=C3C2C=2C=CC(=CC2OC3(C)C)OCP(O)(O)=O)C1=O)=O (((2-(4-acetylphenyl)-7,7-dimethyl-1,3-dioxo-2,3,5,12b-tetrahydro-1H,7H-chromeno[4,3-c][1,2,4]triazolo[1,2-a]pyridazine-10-yl)oxy)methyl)phosphonic acid